BrC(C(Br)(Cl)Cl)(Cl)Cl 1,2-dibromo-tetrachloroethane